BrC1=C(CN2C3=NC=NC(=C3N=C2C2=C(C=C(OCC[C@H](C(=O)O)C)C=C2)Cl)OC2(CC2)C)C=CC=C1 |r| (racemic)-4-(4-(9-(2-bromobenzyl)-6-(1-methylcyclopropoxy)-9H-purin-8-yl)-3-chlorophenoxy)-2-methylbutanoic acid